2-((5-(2-((3S,5S)-6-(diethylamino)-5-hydroxy-2-methylhex-3-yl)-2,6-diazaspiro[3.4]oct-6-yl)-1,2,4-triazin-6-yl)oxy)-N-ethyl-5-fluoro-N-isopropylbenzamide fumarate C(\C=C\C(=O)O)(=O)O.C(C)N(C[C@H](C[C@@H](C(C)C)N1CC2(C1)CN(CC2)C=2N=CN=NC2OC2=C(C(=O)N(C(C)C)CC)C=C(C=C2)F)O)CC